C(C)(=O)OC=1C(=NC=CC1OC)C(N[C@@H](C)C1=NOC(=N1)C1=CC=C(C=C1)C(C)C)=O (S)-2-((1-(5-(4-isopropylphenyl)-1,2,4-oxadiazol-3-yl)ethyl)carbamoyl)-4-methoxypyridin-3-yl acetate